ClC1=C(C(=CC=C1O)Cl)NC(=O)C=1C(=NC(=NC1)NC=1C=NN(C1)C)OC N-(2,6-dichloro-3-hydroxyphenyl)-4-methoxy-2-((1-methyl-1H-pyrazol-4-yl)amino)pyrimidine-5-carboxamide